2-(1H-imidazol-1-yl)ethanamine N1(C=NC=C1)CCN